tert-butyl-(2-(4-benzyl-3,5-dioxo-1,2,4-thiadiazolidin-2-yl)ethyl)-L-proline C(C)(C)(C)[C@@]1(N(CCC1)CCN1SC(N(C1=O)CC1=CC=CC=C1)=O)C(=O)O